(4-{[(3R,6S)-6-[(cyclopropylamino)methyl]-3,4,5,6-tetrahydro-2H-pyran-3-yl]amino}-7H-pyrrolo[2,3-d]pyrimidin-5-yl)methanone C1(CC1)NC[C@@H]1CC[C@H](CO1)NC=1C2=C(N=CN1)NC=C2C=O